C(C)(C)(C)OC(=O)N1C[C@]([C@@H](CC1)NC(=O)C1=NOC(=C1)C1=C(C=C(C=C1)F)F)(C(N[C@H](C)C1=NC=CC=C1)=O)C (3R,4R)-4-{[5-(2,4-difluoro-phenyl)-isoxazole-3-carbonyl]-amino}-3-methyl-3-((R)-1-pyridin-2-yl-ethylcarbamoyl)-piperidine-1-carboxylic acid tert-butyl ester